BrC1=CC=C(C=2N=CC=NC12)/C=N/O (E)-8-bromoquinoxaline-5-carbaldehyde oxime